tert-butyl 3-(6-chloro-8-fluoro-7-(8-fluoro-3-(methoxymethoxy)naphthalen-1-yl)-5-methoxy-2-(methylthio)quinazolin-4-yl)-3,8-diazabicyclo[3.2.1]octane-8-carboxylate ClC=1C(=C2C(=NC(=NC2=C(C1C1=CC(=CC2=CC=CC(=C12)F)OCOC)F)SC)N1CC2CCC(C1)N2C(=O)OC(C)(C)C)OC